C1(CCCCC1)(C1=C(N(C2=CC=C(C=C2)C)C2=CC=C(C=C2)C)C=CC=C1)C1=C(N(C2=CC=C(C=C2)C)C2=CC=C(C=C2)C)C=CC=C1 cyclohexylidenebis[N,N-di(4-methylphenyl)aniline]